C(C1=CC=CC=C1)OC1=C(C(=O)OCC2=CC=CC=C2)C=CC(=C1)N(C(=O)[C@@H]1N(CC1)S(=O)(=O)C1=C(C=C(C(=C1)F)F)F)CC1=NC=C(N=C1)C1CCCCC1 benzyl (R)-2-(benzyloxy)-4-(N-((5-cyclohexylpyrazin-2-yl)methyl)-1-((2,4,5-trifluorophenyl)sulfonyl)azetidine-2-carboxamido)benzoate